6-((2,3-dihydrobenzofuran-5-yl)thio)-2-((4-methyl-1-((2-(trimethylsilyl)ethoxy)methyl)-1H-pyrazol-3-yl)methyl)phthalazin-1(2H)-one O1CCC2=C1C=CC(=C2)SC=2C=C1C=NN(C(C1=CC2)=O)CC2=NN(C=C2C)COCC[Si](C)(C)C